ClC=1C=C(C=CC1)C(C#N)=C1CCN(CC1)C(=O)N1CC=2N(CC1)N=NC2 2-(3-chlorophenyl)-2-(1-(4,5,6,7-tetrahydro-[1,2,3]triazolo[1,5-a]pyrazine-5-carbonyl)piperidin-4-ylidene)acetonitrile